C=CC=CCCCC (9z,12z)-octadiene